ClC=1C=CC=C2C=CC=C(C12)N1CC=2N=C(N=C(C2CC1)N1C[C@@H](NCC1)CC#N)OC[C@H]1N(C[C@@H](C1)F)C 2-[(2S)-4-[7-(8-chloro-1-naphthyl)-2-[[(2S,4R)-4-fluoro-1-methyl-pyrrolidin-2-yl]methoxy]-6,8-dihydro-5H-pyrido[3,4-d]pyrimidin-4-yl]piperazin-2-yl]acetonitrile